2-(1-((1,1'-biphenyl)-4-yl)vinyl)furan C1(=CC=C(C=C1)C(=C)C=1OC=CC1)C1=CC=CC=C1